glutaric acid di-tert-butyl ester C(C)(C)(C)OC(CCCC(=O)OC(C)(C)C)=O